COC1=CC(=CC2=C1N(C(=N2)C2=CC=1C(=NC(=CC1)[C@@H](C)NC(C(F)(F)F)CCC=C)N2CCCC=C)C)C(=O)OC(C)C isopropyl 7-methoxy-1-methyl-2-(1-(pent-4-en-1-yl)-6-((1R)-1-((1,1,1-trifluorohex-5-en-2-yl)amino)ethyl)-1H-pyrrolo[2,3-b]pyridin-2-yl)-1H-benzo[d]imidazole-5-carboxylate